C(C)(C)(C)OC(=O)N1C[C@H]2N(CC1)C([C@H](C2)CCC(C2=CC(=NC=C2)OC)(F)F)=O (7s,8as)-7-(3,3-difluoro-3-(2-methoxypyridin-4-yl)propyl)-6-oxohexahydropyrrolo[1,2-a]pyrazine-2(1H)-carboxylic acid tert-butyl ester